3-(bromomethyl)pyridine hydrobromide Br.BrCC=1C=NC=CC1